C(C)(=O)O[C@@H]1[C@@H]([C@H](O[C@H]1N1C2=NC(=NC=C2N(C1=O)CC1=CC(=NO1)O)N)COC(C)=O)F ((2R,3R,4S,5R)-4-acetoxy-5-(2-amino-7-((3-hydroxyisoxazol-5-yl)methyl)-8-oxo-7,8-dihydro-9H-purin-9-yl)-3-fluorotetrahydrofuran-2-yl)methylacetat